2-methyl-5-((1-(trifluoromethyl)cyclopropyl)methoxy)benzofuran-3-carboxylic acid CC=1OC2=C(C1C(=O)O)C=C(C=C2)OCC2(CC2)C(F)(F)F